BrC=1C(=CC(=C2N=CC=NC12)N1C[C@H](N([C@H](C1)C)C(=O)OC(C)(C)C)C)F cis-tert-butyl (2R,6S)-4-(8-bromo-7-fluoroquinoxalin-5-yl)-2,6-dimethylpiperazine-1-carboxylate